N-((R)-1-(5-(difluoromethyl)pyridin-2-yl)ethyl)-2-methylpropan-2-sulfinamide FC(C=1C=CC(=NC1)[C@@H](C)NS(=O)C(C)(C)C)F